FC(C=1C(=C(C=CC1)[C@@H](C)NC(=O)C1=CN(C(C=C1NC1[C@@H]2CN(C[C@H]12)C)=O)C1(CC1)C(F)F)F)F N-((R)-1-(3-(difluoromethyl)-2-fluorophenyl)ethyl)-1-(1-(difluoromethyl)cyclopropyl)-4-(((1R,5s,6R)-3-methyl-3-azabicyclo[3.1.0]hex-6-yl)amino)-6-oxo-1,6-dihydropyridine-3-carboxamide